10-(4-((1R,4R)-2-oxa-5-azabicyclo[2.2.1]heptan-5-yl)butyl)-3,7-di(1H-indazol-5-yl)-10H-benzo[b]pyrido[2,3-e][1,4]oxazine [C@H]12OC[C@H](N(C1)CCCCN1C3=C(OC4=C1N=CC(=C4)C=4C=C1C=NNC1=CC4)C=C(C=C3)C=3C=C4C=NNC4=CC3)C2